C1(CCCC1)N1CC(C=2C1=NC=C(N2)C(=O)N2C(CN(CC2)C2=NC(=C(C(=O)OC)C(=C2)C)C)(C)C)(C)C methyl 6-(4-(5-cyclopentyl-7,7-dimethyl-6,7-dihydro-5H-pyrrolo[2,3-b]pyrazine-2-carbonyl)-3,3-dimethylpiperazin-1-yl)-2,4-dimethylnicotinate